NC1=C(SC2=NC=CC(=C21)N2CCN(CCC2)C2=CC=C(C=C2)C(C(=O)N(C)C)([2H])[2H])C(=O)N 3-amino-4-(4-(4-(2-(dimethylamino)-2-oxoethyl-1,1-d2)phenyl)-1,4-diazepan-1-yl)thieno[2,3-b]pyridine-2-carboxamide